C1=CC=CC=2C3=CC=CC=C3N(C12)C=1C(=C(C=C(C1)C)N(C1=C(C=CC=C1)C=1C(=C(C=C(C1)C)C(C)(C)C)O)CCOC)O 2'-((3-(9H-carbazol-9-yl)-2-hydroxy-5-methylphenyl)(2-methoxyethyl)amino)-3-tert-butyl-5-methyl-[1,1'-biphenyl]-2-ol